NC=1C(=C(C=CC1)C1=CC=C2C(=NN(C2=C1F)COCC[Si](C)(C)C)C(=O)NC)F 6-(3-amino-2-fluorophenyl)-7-fluoro-N-methyl-1-[[2-(trimethylsilyl)ethoxy]methyl]indazole-3-carboxamide